CC(COC1=CC=C(S1)C(C)=O)C 1-[5-(2-Methylpropoxy)thiophen-2-yl]Ethan-1-one